(E)-2-cyano-3-cyclopropylprop-2-enoic acid C(#N)/C(/C(=O)O)=C\C1CC1